CCCCCCCCCCCCCCCCCCCCC(=O)OC[C@H](COP(=O)([O-])OCC[N+](C)(C)C)OC(=O)CCCC/C=C\C/C=C\C/C=C\C/C=C\CC 1-heneicosanoyl-2-(6Z,9Z,12Z,15Z-octadecatetraenoyl)-glycero-3-phosphocholine